COC1(CC=C(CC1)OS(=O)(=O)C(F)(F)F)C(=O)OC Methyl 1-methoxy-4-(((trifluoromethyl)sulfonyl)oxy)cyclohex-3-ene-1-carboxylate